COC(C1=CC(=CC=C1)CNC(C1=C(C=CC(=C1)NC(C(C)C)=O)OCC)=O)=O 3-((2-ethoxy-5-isobutyrylaminobenzamido)methyl)benzoic acid methyl ester